FC1(CCC(CC1)/C=C/C=1C=CC(=C(C1)NC(=O)C1NC(CC1)=O)OC)F (E)-N-(5-(2-(4,4-Difluorocyclohexyl)vinyl)-2-methoxyphenyl)-5-oxopyrrolidine-2-carboxamide